2-(7-(diethylamino)-4-methyl-2-oxo-2H-chromen-3-yl)ethyl ((6-chloropyridin-3-yl)methyl)carbamate ClC1=CC=C(C=N1)CNC(OCCC=1C(OC2=CC(=CC=C2C1C)N(CC)CC)=O)=O